(2R)-2-((4-chloro-6-(2-(3-chlorophenyl)propyl)-1,3,5-triazin-2-yl)amino)-4-methylpentan-1-ol ClC1=NC(=NC(=N1)CC(C)C1=CC(=CC=C1)Cl)N[C@@H](CO)CC(C)C